ClC=1C=C(C=CC1F)NC1=NC=CC2=C(C=C(C=C12)C(C(=O)N)CCN1CCCCC1)OC (1-((3-chloro-4-fluorophenyl)amino)-5-methoxyisoquinolin-7-yl)-4-(piperidin-1-yl)butanamide